4-(((1-(tert-butyl)-1H-pyrazol-4-yl)methyl)amino)-2-(2,6-dioxopiperidin-3-yl)isoindoline-1,3-dione C(C)(C)(C)N1N=CC(=C1)CNC1=C2C(N(C(C2=CC=C1)=O)C1C(NC(CC1)=O)=O)=O